ClC1=CN=CC(=N1)C=1C=CC(=NC1)NC(C(C)(C)C=1N=C(SC1)NS(=O)(=O)C1CC1)=O N-(5-(6-chloropyrazin-2-yl)pyridin-2-yl)-2-(2-(cyclopropanesulfonylamino)thiazol-4-yl)-2-methylpropanamide